Cl.FC1=CC(=C(C=C1)NC(=O)C=1C(N(C2=CC=CC=C2C1O)CC(C)C)=O)N1CCN(CC1)C N-(4-fluoro-2-(4-methylpiperazin-1-yl)phenyl)-4-hydroxy-1-isobutyl-2-oxo-1,2-dihydroquinoline-3-carboxamide hydrochloride salt